ClC=1C=C(C=NC1N1N=CC=N1)NC(=O)C1CC(C2=C1C=NC=1N2N=C(C1)F)(C1=CC=NN1C)C N-(5-chloro-6-(2H-1,2,3-triazol-2-yl)pyridin-3-yl)-2-fluoro-8-methyl-8-(1-methyl-1H-pyrazol-5-yl)-7,8-dihydro-6H-cyclopenta[e]pyrazolo[1,5-a]pyrimidine-6-carboxamide